S(=O)(=O)(O)CCCOC(C(=C)CC(=O)O)=O itaconic acid-sulpho-propyl ester